(R)-4-(3,3-difluoropyrrolidin-1-yl)-2-(2-(hydroxymethyl)azetidine-1-carbonyl)-4-methylpent-2-enenitrile FC1(CN(CC1)C(C=C(C#N)C(=O)N1[C@H](CC1)CO)(C)C)F